BrC1=CC(=C(C(=O)O)C=C1C)C 4-bromo-2,5-dimethylbenzoic acid